(2,6-Dichloropyridin-4-yl)methyl cis-3-aminocyclobutane-1-carboxylate hydrochloride Cl.N[C@H]1C[C@H](C1)C(=O)OCC1=CC(=NC(=C1)Cl)Cl